C(O)(O)=O Dihydrogencarbonat